4-[[5-(4,4-dimethylcyclohexyloxy)-4-methyl-3-pyridinyl]methyl]-3-fluoro-pyridin-2-amine CC1(CCC(CC1)OC=1C(=C(C=NC1)CC1=C(C(=NC=C1)N)F)C)C